2-(2,4-Dichlorophenoxy)-5-(4-fluorophenyl)phenol ClC1=C(OC2=C(C=C(C=C2)C2=CC=C(C=C2)F)O)C=CC(=C1)Cl